3-fluoro-4-((3-oxo-2-((2-oxo-2,3-dihydrobenzo[d]oxazol-6-yl)methyl)isoindolin-1-yl)methyl)benzonitrile FC=1C=C(C#N)C=CC1CC1N(C(C2=CC=CC=C12)=O)CC1=CC2=C(NC(O2)=O)C=C1